ethyl (3S)-3-amino-3-(2,3',4-trifluoro-2',4',6'-trimethyl-5-(trifluoromethyl)-[1,1'-biphenyl]-3-yl)propanoate N[C@@H](CC(=O)OCC)C=1C(=C(C=C(C1F)C(F)(F)F)C1=C(C(=C(C=C1C)C)F)C)F